N,N-diethyl-3-methyl-benzamide C(C)N(C(C1=CC(=CC=C1)C)=O)CC